3-(3-(2-((((3-(2-carboxy-2-(pyrrolidin-3-yl)ethyl)benzyl)oxy)carbonyl)(2-((3-(2-carboxy-2-(pyrrolidin-3-yl)ethyl)benzyl)oxy)ethyl)amino)ethyl)phenyl)-2-(pyrrolidin-3-yl)propanoic acid C(=O)(O)C(CC=1C=C(COC(=O)N(CCC=2C=C(C=CC2)CC(C(=O)O)C2CNCC2)CCOCC2=CC(=CC=C2)CC(C2CNCC2)C(=O)O)C=CC1)C1CNCC1